C(C)(C)OC1=C2CCCNC2=NC(=C1)CCCCCO[C@H]1CNCC1 (R)-5-isopropoxy-7-(5-(pyrrolidin-3-yloxy)pentyl)-1,2,3,4-tetrahydro-1,8-naphthyridine